methyl 4-((1S,2S)-2-amino-1-(dimethylamino)propyl)benzoate N[C@H]([C@@H](N(C)C)C1=CC=C(C(=O)OC)C=C1)C